FC1=C(N)C=C(C(=C1)C#C[Si](C)(C)C)F 2,5-difluoro-4-[2-(trimethylsilyl)ethynyl]aniline